methyl 5-(4-(1-(tert-butoxycarbonyl)-1H-pyrazol-4-yl)phenoxy)-1-(4-methoxybenzyl)-1H-1,2,3-triazole-4-carboxylate C(C)(C)(C)OC(=O)N1N=CC(=C1)C1=CC=C(OC2=C(N=NN2CC2=CC=C(C=C2)OC)C(=O)OC)C=C1